OC=1C=C(C=CC1O)/C=C/CO[C@@H]1C[C@@](C[C@H]([C@H]1OC\C=C\C1=CC(=C(C=C1)O)O)O)(C(=O)OC)O Methyl (1s,3r,4r,5r)-3,4-bis{[(2E)-3-(3,4-dihydroxyphenyl) prop-2-enyl] oxy}-1,5-dihydroxycyclohexane-1-carboxylate